NC=1C(=NN(C1)CC1=C(C=CC=C1F)F)C(=O)NC1CCOCC1 4-amino-1-(2,6-difluorobenzyl)-N-(tetrahydro-2H-pyran-4-yl)-1H-pyrazole-3-carboxamide